Di(isobutyl) dithiophosphite P(SCC(C)C)(SCC(C)C)[O-]